docosahexanoic acid CC/C=C\C/C=C\C/C=C\C/C=C\C/C=C\C/C=C\CCC(=O)O